(R)-3-((5-cyclopropyl-6-(2-(ethoxymethoxy)-4-formylphenyl)pyridazin-3-yl)amino)piperidine C1(CC1)C=1C=C(N=NC1C1=C(C=C(C=C1)C=O)OCOCC)N[C@H]1CNCCC1